5-carbamoylpyridin-3-yl (4-nitrophenyl) carbonate C(OC=1C=NC=C(C1)C(N)=O)(OC1=CC=C(C=C1)[N+](=O)[O-])=O